Cl.Cl.N[C@H](C(=O)OCC1=CC(=NC(=C1)Cl)Cl)CCCCN1CCOCC1 (2,6-Dichloropyridin-4-yl)methyl (S)-2-amino-6-morpholinohexanoate dihydrochloride